FC(C1=NN(C=C1NC(=O)C=1C=NN2C1N=C(C=C2)N2C[C@H](CCC2)OC(=O)C(C)(C)C)C2CCC(CC2)CO)F ((S)-1-(3-((3-(difluoromethyl)-1-((1R,4S)-4-(hydroxymethyl)cyclohexyl)-1H-pyrazol-4-yl)carbamoyl)pyrazolo[1,5-a]pyrimidin-5-yl)piperidin-3-yl)tert-butyl-carboxylate